(2S,4R)-4-(2-((2-chlorophenyl)amino)-2-oxoethyl)-1-(2-methylbenzofuro[3,2-d]pyrimidin-4-yl)pyrrolidine-2-carboxylic acid ClC1=C(C=CC=C1)NC(C[C@H]1C[C@H](N(C1)C=1C2=C(N=C(N1)C)C1=C(O2)C=CC=C1)C(=O)O)=O